BrC=1C=NC=C2C=CN(C(C12)=O)C 8-bromo-2-methyl-2,6-naphthyridin-1(2H)-one